5-(4-(1-((4-methyl-4H-1,2,4-triazol-3-yl)thio)ethyl)pyridin-2-yl)-3-phenyl-isoxazoleacrylic acid, anthrylamide C1(=CC=CC2=CC3=CC=CC=C3C=C12)NC(C=CC1(NOC(=C1)C1=NC=CC(=C1)C(C)SC1=NN=CN1C)C1=CC=CC=C1)=O